4-(5-cyclopropyl-1,2,4-oxadiazol-3-yl)-4-methylpiperidine-1-carboxamide C1(CC1)C1=NC(=NO1)C1(CCN(CC1)C(=O)N)C